methyl 2-[1-[3-[2-chloro-5-(3,5-dimethyl-2,6-dioxo-4-thioxo-1,3,5-triazinan-1-yl)-4-fluoro-phenyl]-5-methyl-4H-isoxazol-5-yl]ethylideneamino]oxyacetate ClC1=C(C=C(C(=C1)F)N1C(N(C(N(C1=O)C)=S)C)=O)C1=NOC(C1)(C)C(C)=NOCC(=O)OC